2-(propoxymethyl) ethylene oxide C(CC)OCC1CO1